CC(C(=O)[O-])(CC(CC(CCCCCCCCCCCC)(C)C)N1CCCCC1)C.OC1=C(C=CC=C1)C=1NC2=C(C1[Zn+])C=CC=C2 2-(2'-hydroxyphenyl)benzoAzolyl-zinc 2,2,6,6-tetramethyl-4-piperidinylstearate